CC1(C2=CC=CC=C2C=2C=CC(=CC12)NC=1C=CC=2N(C3=CC=CC=C3C2C1)C1=CC=CC=C1)C N-(9,9-dimethyl-9H-fluoren-2-yl)-9-phenyl-9H-carbazole-3-amine